ClC1=CC=C(N=N1)N1C[C@H](CC1)OC1=NN=C(S1)NC(CC1=CC=CC=C1)=O N-(5-{[(3S)-1-(6-chloropyridazin-3-yl)pyrrolidin-3-yl]oxy}-1,3,4-thiadiazol-2-yl)-2-phenylacetamide